diferuloyl maleate C(\C=C/C(=O)OC(\C=C\C1=CC(OC)=C(O)C=C1)=O)(=O)OC(\C=C\C1=CC(OC)=C(O)C=C1)=O